5-Methyl-1-(1-(4-(pyridin-4-yl)benzyl)-1H-indol-5-yl)-1H-pyrazol-3-carboxamid CC1=CC(=NN1C=1C=C2C=CN(C2=CC1)CC1=CC=C(C=C1)C1=CC=NC=C1)C(=O)N